(S)-(+)-3-Phenyl-2,3-dihydrobenzo[d]isothiazole 1,1-dioxide C1(=CC=CC=C1)[C@@H]1NS(C2=C1C=CC=C2)(=O)=O